C(=CC)N1CCC(CC1)N1[C@@H](C(N(C=2C=NC(=NC12)NC1=CC(=C(C(=O)NC2CCN(CC2)C)C=C1OCCCO)F)C)=O)CC (R)-4-((8-(1-propenylpiperidin-4-yl)-7-ethyl-5-methyl-6-oxo-5,6,7,8-tetrahydropteridin-2-yl)amino)-2-fluoro-5-(3-hydroxypropoxy)-N-(1-methylpiperidin-4-yl)benzamide